C(C)N(C(=O)C1=CC2=C(N=CN2)C(=C1)COC)C1=CC(=C(C=C1)F)OC N-ethyl-N-(4-fluoro-3-methoxy-phenyl)-7-(methoxymethyl)-3H-benzimidazole-5-carboxamide